C(#N)C1=C(N=C(S1)N(C1=CN(C(C2=CC=CC=C12)=O)C(C)C)C)C1=CC=C(C=C1)F 4-((5-cyano-4-(4-fluorophenyl)thiazol-2-yl)(methyl)amino)-2-isopropyl-1-oxo-1,2-dihydroisoquinoline